1-[6-(2-hydroxypropan-2-yl)pyridin-2-yl]-6-(methylsulfanyl)-2-(prop-2-en-1-yl)pyrazolo[3,4-d]pyrimidin-3-one OC(C)(C)C1=CC=CC(=N1)N1N(C(C=2C1=NC(=NC2)SC)=O)CC=C